2-ethoxy-6-(trifluoromethyl)pyridin C(C)OC1=NC(=CC=C1)C(F)(F)F